N=1N(N=C2C1C=CC=C2)C=2C(=C(CNC(C(=C)C)=O)C=C(C2)C(CC(C)(C)C)(C)C)O N-[3-Benzotriazol-2-yl-2-hydroxy-5-(1,1,3,3-tetramethylbutyl)-benzyl]-2-methylacrylamide